CN1N=CC=C1C=1C2=C(N=C(N1)N)N1C(C=C2)=NCC1 (1-methyl-1H-pyrazol-5-yl)-8,9-dihydroimidazo[1',2':1,6]pyrido[2,3-d]pyrimidin-2-amine